[Na+].P(=O)(O)(O)[O-].[Na+].P(=O)(O)(O)[O-] sodium dihydrogen phosphate, sodium salt